C1(CC1)N1CCC(CC1)C(=O)O 1-cyclopropylpiperidine-4-carboxylic acid